C(=O)(O)C1=CC=C(C=C1)C(C(C)C1=CC=C(C=C1)C(=O)O)C bis(4-carboxyphenyl)butane